OC1=CC=C(C=C1)C1=CC(=C2C=NNC2=C1)O[C@@H]1CN(CC1)C(\C=C\[C@@H]1N(CCC1)C)=O (E)-1-((S)-3-((6-(4-hydroxyphenyl)-1H-indazol-4-yl)oxy)pyrrolidin-1-yl)-3-((R)-1-methylpyrrolidin-2-yl)prop-2-en-1-one